3-fluoro-4-((4-(2,2,2-trifluoroacetyl)piperazin-1-yl)sulfonyl)benzenesulfonyl chloride FC=1C=C(C=CC1S(=O)(=O)N1CCN(CC1)C(C(F)(F)F)=O)S(=O)(=O)Cl